CC1CCN(C(=C1)OS(=O)(=O)C(F)(F)F)C(=O)OC(C)(C)C Tert-butyl 4-methyl-6-(((trifluoromethyl) sulfonyl) oxy)-3,4-dihydropyridine-1(2H)-carboxylate